methyl 7-chloro-4-methoxy-2-(trimethylsilyl)-1H-indole-5-carboxylate ClC=1C=C(C(=C2C=C(NC12)[Si](C)(C)C)OC)C(=O)OC